p-carboxybenzaldehyde C1=CC(=CC=C1C=O)C(=O)O